7-{2-[(dimethylamino)methyl]-1H-indol-3-yl}-1H,5H,6H,7H-pyrrolo[3,4-f]indol-5-one CN(C)CC=1NC2=CC=CC=C2C1C1NC(C=2C=C3C=CNC3=CC21)=O